2-((2-ethylhexyl)amino)-pentylphosphonic acid di(2-ethylhexyl) ester C(C)C(COP(OCC(CCCC)CC)(=O)CC(CCC)NCC(CCCC)CC)CCCC